7-ethyl-2-(tributylstannyl)-6,7-dihydro-5H-cyclopenta[B]pyridin-7-ol C(C)C1(CCC=2C1=NC(=CC2)[Sn](CCCC)(CCCC)CCCC)O